Br.NC=1N=CC2=CC(=C3C(=C2C1)CN(C3=O)C)C3=C(C(=CC=C3C)OC)C 8-amino-4-(3-methoxy-2,6-dimethylphenyl)-2-methyl-1,2-dihydro-3H-pyrrolo[3,4-f]isoquinolin-3-one hydrobromide